2-[(3-bromo-4-fluoro-phenoxy)methyl]-6-methyl-pyridine BrC=1C=C(OCC2=NC(=CC=C2)C)C=CC1F